ClC1=C(C(=CC=C1)F)C1=C(C(=C(C=C1OC(C(F)(F)F)C)C1N(CC1O)C(=O)N)F)C(N)=O (2-chloro-6-fluorophenyl-(carbamoyl)-2-fluoro-5-((1,1,1-trifluoropropan-2-yl)oxy)phenyl)-3-hydroxyazetidine-1-carboxamide